FC1=C(C(=CC(=C1)F)F)N=C=S 2,4,6-trifluorophenyl isothiocyanate